ClC=1C(=NC(=NC1)NC1CCC(CC1)N)C1=CN=C2N1C=CC(=C2)C2=CC=CC=C2 (1r,4r)-N1-(5-Chloro-4-(7-phenylimidazo[1,2-a]pyridin-3-yl)pyrimidin-2-yl)cyclohexane-1,4-diamine